9-(3-Chlorophenyl)imidazo[1,2-a]quinolin-5-ol ClC=1C=C(C=CC1)C=1C=CC=C2C(=CC=3N(C12)C=CN3)O